4-(3,4-dimethoxyphenethyl)mercaptobenzaldehyde COC=1C=C(CCSC2=CC=C(C=O)C=C2)C=CC1OC